N-(2-(7-fluoro-1H-indol-3-yl)ethyl)-N-propylcyclobutanamine FC=1C=CC=C2C(=CNC12)CCN(C1CCC1)CCC